(E)-2-(hydroxyimino)-2-(methylsulfonyl)-N,N-dimethylacetamide O\N=C(/C(=O)N(C)C)\S(=O)(=O)C